OC1(CCN(CC12CCCC2)C([C@@H](CC(F)(F)F)C)=O)CN2C=NC1=CC(=CC=C1C2=O)OC 3-((10-Hydroxy-7-((R)-4,4,4-trifluoro-2-methylbutanoyl)-7-azaspiro[4.5]decan-10-yl)methyl)-7-methoxyquinazolin-4(3H)-one